CC1C(C)O1 methyl-propylene oxide